ClC1=CC=2N=C(N(C(C2C(=N1)C1=CCCCC1)=O)C)C 7-chloro-5-(cyclohex-1-en-1-yl)-2,3-dimethylpyrido[4,3-d]Pyrimidin-4(3H)-one